FC=1C=C2C(CC(OC2=C(C1)F)CNC(C)=O)O N-((6,8-difluoro-4-hydroxychroman-2-yl)methyl)acetamide